O-allyl-2-bromophenol C(C=C)OC1=C(C=CC=C1)Br